C(C)(C)(C)NC(=O)C1=C(C(=CC(=C1)C#N)C)NC(=O)C1=CC(=NN1C1=NC=CC=C1Cl)OC1(COC1)C N-(2-(tert-butylcarbamoyl)-4-cyano-6-methylphenyl)-1-(3-chloropyridin-2-yl)-3-((3-methyl-1,1-dioxetan-3-yl)oxy)-1H-pyrazole-5-carboxamide